C(C)OC(CC1(COC1)C[N+](=O)[O-])=O 2-(3-(nitromethyl)oxetan-3-yl)acetic acid ethyl ester